tert-Butyl 4-[4-[6-[[2-chloro-6-[3-[2-[1-(trifluoromethyl)cyclopropyl]ethoxy]pyrazol-1-yl]pyridine-3-carbonyl]sulfamoyl]-2-pyridyl]butyl]-2,2-dimethyl-pyrrolidine-1-carboxylate ClC1=NC(=CC=C1C(=O)NS(=O)(=O)C1=CC=CC(=N1)CCCCC1CC(N(C1)C(=O)OC(C)(C)C)(C)C)N1N=C(C=C1)OCCC1(CC1)C(F)(F)F